2-(methyl(tetrahydro-2H-pyran-4-yl)amino)acetonitrile CN(CC#N)C1CCOCC1